Ditriphenylsilane chromate [Cr](=O)(=O)(O)O.C1(=CC=CC=C1)[SiH](C1=CC=CC=C1)C1=CC=CC=C1.C1(=CC=CC=C1)[SiH](C1=CC=CC=C1)C1=CC=CC=C1